CC1(N(C(N(C1=O)C1=CC=C(C=C1)C1(CCC1)C#N)=O)CC1=CC(=NC=C1)NC1CCOCC1)C 1-(4-(4,4-dimethyl-2,5-dioxo-3-((2-((tetrahydro-2H-pyran-4-yl)amino)pyridin-4-yl)methyl)imidazolidin-1-yl)phenyl)cyclobutane-1-carbonitrile